NC1CCC(CC1)NC1=NC2=CC=C(C=C2C=N1)C1=NN=C(S1)NS(=O)(=O)C1=C(C=CC=C1)Cl N-(5-(2-(((1r,4r)-4-aminocyclohexyl)amino)quinazolin-6-yl)-1,3,4-thiadiazol-2-yl)-2-chlorobenzenesulfonamide